aluminum zinc Tin Oxide [Sn]=O.[Zn].[Al]